1-(4-chloro-3-fluorophenyl)ethan-1-one ClC1=C(C=C(C=C1)C(C)=O)F